(S)-2-(2,5-difluoro-4-(6-((2-fluoro-6-((1-methyl-1H-1,2,3-triazol-5-yl)ethynyl)pyridin-3-yl)methoxy)pyridin-2-yl)benzyl)-1-(oxetan-2-ylmethyl)-1H-benzo[d]imidazole-6-carboxylic acid FC1=C(CC2=NC3=C(N2C[C@H]2OCC2)C=C(C=C3)C(=O)O)C=C(C(=C1)C1=NC(=CC=C1)OCC=1C(=NC(=CC1)C#CC1=CN=NN1C)F)F